ClC1=CC(=C(C=N1)NC(=O)C1(CN(C1)C1=NC(=NC=C1F)C)C1=C(C=CC=C1)C(C)C)OC N-(6-chloro-4-methoxypyridin-3-yl)-1-(5-fluoro-2-methylpyrimidin-4-yl)-3-(2-isopropylphenyl)azetidine-3-carboxamide